(6-methyl-1,2,5,7-tetraza-1H-inden-4-yl)amine CC1=NC(=C2C=NNC2=N1)N